3-methyl-heptane CC(CC)CCCC